[6-fluoro-7-(2,3,4,7-tetrahydro-1H-azepin-5-yl)-2,3-dihydrobenzofuran-5-yl]-N4,6-dimethyl-pyrimidine-2,4-diamine FC1=C(C2=C(CCO2)C=C1C=1C(=NC(=NC1C)N)NC)C=1CCCNCC1